1H-PYRROLO[2,3-B]PYRIDIN-4-YLBORONIC ACID N1C=CC=2C1=NC=CC2B(O)O